N-(1-cyclopropyl-2-(trifluoromethyl)-1H-benzo[d]imidazol-4-yl)-4-((2-hydroxyethyl)sulfonamido)-2-(6-azaspiro[2.5]octan-6-yl)benzamide C1(CC1)N1C(=NC2=C1C=CC=C2NC(C2=C(C=C(C=C2)NS(=O)(=O)CCO)N2CCC1(CC1)CC2)=O)C(F)(F)F